(R)-8-(5-Cyclohexyl-4-cyclopropylthiazol-2-yl)-9-oxooctahydro-2H-pyrazino[1,2-a]pyrazin C1(CCCCC1)C1=C(N=C(S1)N1C([C@@H]2N(CCNC2)CC1)=O)C1CC1